FC=1C(=NC=C(C1)F)OC 3,5-difluoro-2-methoxypyridine